C(C1=CC=CC=C1)O[C@@H]1CC(N(C1)C(=O)OC(C)(C)C)(C(=O)O)C(F)F (4R)-4-(benzyloxy)-1-(tert-butoxycarbonyl)-2-(difluoromethyl)pyrrolidine-2-carboxylic acid